N-methyl-5-(4-((2-propionamidopyridin-4-yl)methyl)piperazin-1-yl)picolinamide CNC(C1=NC=C(C=C1)N1CCN(CC1)CC1=CC(=NC=C1)NC(CC)=O)=O